diphenylmethyl-(cyclopentadienyl)(fluorenyl)zirconium dichloride [Cl-].[Cl-].C1(=CC=CC=C1)C(C1=CC=CC=C1)[Zr+2](C1=CC=CC=2C3=CC=CC=C3CC12)C1C=CC=C1